1-[7-(2,3-dihydro-1,4-benzodioxin-6-yl)-1,2,3,4-tetrahydroacridin-9-yl]pyrrolidin-3-amine hydrochloride Cl.O1CCOC2=C1C=CC(=C2)C2=CC=C1N=C3CCCCC3=C(C1=C2)N2CC(CC2)N